CC1(OCC(O1)COCC(COCC1OC(OC1)(C)C)OCC1(COC(OC1)(C)C)COC1=CC=C(C=C1)\C=C\C1=CC(=CC(=C1)OC)OC)C (E)-5-(((1,3-bis((2,2-dimethyl-1,3-dioxolan-4-yl)methoxy)propan-2-yl)oxy)methyl)-5-((4-(3,5-dimethoxystyryl)phenoxy)methyl)-2,2-dimethyl-1,3-dioxane